tert-butyl (2S)-2-(2-isopropylphenyl)pyrrolidine-1-carboxylate C(C)(C)C1=C(C=CC=C1)[C@H]1N(CCC1)C(=O)OC(C)(C)C